COC=1C=C(CC2=NC=CC(=C2)N2N=CC=3C(NCCC32)=O)C=C(C1)C(F)(F)F 1-(2-(3-methoxy-5-(trifluoromethyl)benzyl)pyridin-4-yl)-1,5,6,7-tetrahydro-4H-pyrazolo[4,3-c]pyridin-4-one